2-[5-(3-Methylbut-2-enoxy)-2-[(Z)-3-[4-(3-methylbut-2-enoxy)phenyl]prop-2-enoyl]phenoxy]acetic acid CC(=CCOC=1C=CC(=C(OCC(=O)O)C1)C(\C=C/C1=CC=C(C=C1)OCC=C(C)C)=O)C